O=C1NC(=CC2=CC(=CC=C12)C(=O)OC)C1=CC=C(C=C1)C(F)(F)F Methyl 1-oxo-3-(4-(trifluoromethyl)phenyl)-1,2-dihydroisoquinoline-6-carboxylate